BrC=1C=C(C=CC1)N1C(C2=CC=CC=C2C1=O)=O 2-(3-bromophenyl)isoindoline-1,3-dione